N1(CCCC1)C(CCC)=O 1-(pyrrolidin-1-yl)butan-1-one